C(C)S(=O)(=O)O.NC1=C(N=CC(=N1)N1CCC2(CC=C([C@H]2N)C2CC2)CC1)SC1=C(C(=NC=C1)N)Cl (S)-8-(6-amino-5-((2-amino-3-chloropyridin-4-yl)thio)pyrazin-2-yl)-2-cyclopropyl-8-azaspiro[4.5]dec-2-en-1-amine ethanesulfonate